N1=C(C(=CC=C1)C(=O)N1CCC(CC1)(C#N)CC1=CC(=C(C=C1)F)C(F)(F)F)C1=CC=NC=C1 1-([2,4'-bipyridine]-3-carbonyl)-4-(4-fluoro-3-(trifluoromethyl)benzyl)piperidine-4-carbonitrile